FC1=C(C(=CC2=C1N=CS2)F)N 4,6-difluorobenzo-[d]thiazol-5-amine